phenyl-indolocarbazole C1(=CC=CC=C1)C1=C2C(=CC=C1)N=C1C=CC3=C4C=CC=CC4=NC3=C12